2-[6-amino-5-(2,6-dichloro-benzyloxy)-pyridin-3-yl]-phenol NC1=C(C=C(C=N1)C1=C(C=CC=C1)O)OCC1=C(C=CC=C1Cl)Cl